COCCN1C(=NC=2C1=NC(=CC2)C=2C=CN1N=C(N=CC12)N[C@@H]1C[C@H](C1)COC)C 5-(3-(2-methoxyethyl)-2-methyl-3H-imidazo[4,5-b]pyridin-5-yl)-N-(trans-3-(methoxymethyl)cyclobutyl)pyrrolo[2,1-f][1,2,4]triazin-2-amine